COC1(C=2C3=C(C(N(C2CCC1)COCC[Si](C)(C)C)=O)SC=C3)C 9-methoxy-9-methyl-5-((2-(trimethylsilyl)ethoxy)methyl)-6,7,8,9-tetrahydrothieno[2,3-c]quinolin-4(5H)-one